cyclopropyl N-[4-carbamoyl-1-[4-(cyanomethyl)-1-[(3-hydroxy-4-phenyl-phenyl)methyl]-4-piperidyl]pyrazol-3-yl]carbamate C(N)(=O)C=1C(=NN(C1)C1(CCN(CC1)CC1=CC(=C(C=C1)C1=CC=CC=C1)O)CC#N)NC(OC1CC1)=O